IC1=CC(=C(C=C1OC)CCNCC1=CC(=CC=C1)OC)OC 2-(4-iodo-2,5-dimethoxyphenyl)-N-[(3-methoxyphenyl)methyl]ethylamine